4-(4-(2-(3,4-dimethoxyphenyl)-3-isopropyl-1H-indol-5-yl)phenyl)isoquinoline COC=1C=C(C=CC1OC)C=1NC2=CC=C(C=C2C1C(C)C)C1=CC=C(C=C1)C1=CN=CC2=CC=CC=C12